N-(2-(benzyloxy)pyridin-3-yl)-N-ethyl-2,4-dihydroxy-5-isopropylbenzamide C(C1=CC=CC=C1)OC1=NC=CC=C1N(C(C1=C(C=C(C(=C1)C(C)C)O)O)=O)CC